C(C)(=O)O[C@@H]1CC[C@H](CC1)C(C)(C)C TRANS-4-TERT-BUTYL-1-CYCLOHEXYL ACETATE